N-(5-(3-chlorophenyl)isoxazol-3-yl)-1-cyano-3-fluoropiperidine-3-carboxamide ClC=1C=C(C=CC1)C1=CC(=NO1)NC(=O)C1(CN(CCC1)C#N)F